OCN1C(\C(\C2=CC=CC=C12)=C\1/NC2=CC=CC=C2C1=O)=O (Z)-1'-(hydroxymethyl)-[2,3'-biindolinylidene]-2',3-dione